2-(4-(6-butyl-3-(4-methoxyphenyl)pyrazin-2-yl)piperazin-1-yl)acetic acid methyl ester COC(CN1CCN(CC1)C1=NC(=CN=C1C1=CC=C(C=C1)OC)CCCC)=O